(E)-1,1,1,2,4,4,4-heptafluoro-3-methyl-but-2-ene FC(/C(=C(\C(F)(F)F)/C)/F)(F)F